3-(difluoromethyl)-4-formylbenzonitrile FC(C=1C=C(C#N)C=CC1C=O)F